5-(4-(2-chlorophenoxy)-6-morpholinopyridin-2-yl)pyrimidin-2-amine ClC1=C(OC2=CC(=NC(=C2)N2CCOCC2)C=2C=NC(=NC2)N)C=CC=C1